3-(2-(4-Bromophenoxy)acetamido)-4-(4-ethylpiperazin-1-yl)benzoic acid methyl ester COC(C1=CC(=C(C=C1)N1CCN(CC1)CC)NC(COC1=CC=C(C=C1)Br)=O)=O